C(C)(C)(C)C1=CC=NC2=C3N=CC=CC3=CC=C12 4-tert-butyl-1,10-phenanthroline